N-cyclopropyl-4-{2-fluoro-3-[(methylsulfamoyl)amino]phenoxy}-2-[(2-fluoro-4-iodophenyl)amino]-1,5-dimethyl-6-oxopyridine-3-carboxamide C1(CC1)NC(=O)C1=C(N(C(C(=C1OC1=C(C(=CC=C1)NS(NC)(=O)=O)F)C)=O)C)NC1=C(C=C(C=C1)I)F